6,7-dimethoxy-3-((4-methoxyphenyl)sulfonyl)-4-((1S,4S)-5-methyl-2,5-diazabicyclo[2.2.1]heptan-2-yl)quinoline COC=1C=C2C(=C(C=NC2=CC1OC)S(=O)(=O)C1=CC=C(C=C1)OC)N1[C@@H]2CN([C@H](C1)C2)C